CC=1N(C(=CC1)C)C1=NN(C(=C1)C(=C)C)C 3-(2,5-dimethyl-1H-pyrrol-1-yl)-1-methyl-5-(prop-1-en-2-yl)-1H-pyrazole